Cl.NC1=C2N(C(N(C2=NC=N1)[C@@H]1C(CN(CC1)CCC1CCNCC1)(F)F)=O)C1=CC=C(C=C1)Br 6-amino-7-(4-bromophenyl)-9-[(4S)-3,3-difluoro-1-[2-(piperidin-4-yl)ethyl]piperidin-4-yl]purin-8-one hydrochloride